NC1=C(C(=NN1C(C(F)(F)F)C)C1=CC=C(C=C1)Br)C#N 5-amino-3-(4-bromophenyl)-1-(2,2,2-trifluoro-1-methyl-ethyl)pyrazole-4-carbonitrile